C[Si](CCOCN1C=NC=2C1=NC(=CC2)C=O)(C)C 3-((2-(trimethylsilyl)ethoxy)methyl)-3H-imidazo[4,5-b]pyridine-5-carbaldehyde